2-bromo-5-(4-bromophenoxy)thiazole BrC=1SC(=CN1)OC1=CC=C(C=C1)Br